3-{2-[5-(Trifluoromethyl)-1,2-oxazol-3-yl]ethyl}azetidine-1-carboxylic acid tert-butyl ester C(C)(C)(C)OC(=O)N1CC(C1)CCC1=NOC(=C1)C(F)(F)F